FC1=C2C(=NC=C1F)NC(=C2)C(=O)O 4,5-difluoro-1H-pyrrolo[2,3-b]pyridine-2-carboxylic acid